N-(4-(trifluoromethyl)bicyclo[2.2.2]octan-1-yl)acetamide FC(C12CCC(CC1)(CC2)NC(C)=O)(F)F